ClCC(=O)NC(C1=C(C=C(C=C1)Cl)Cl)=O 2-chloro-N-(2,4-dichlorobenzoyl)acetamide